N-(6-(1-Methyl-1H-pyrazol-4-yl)isoquinolin-3-yl)-3-(pyridin-3-yl)Propanamide CN1N=CC(=C1)C=1C=C2C=C(N=CC2=CC1)NC(CCC=1C=NC=CC1)=O